NC1=NC=NN2C1=C(N=C2[C@H]2CC[C@H](OC2)CO)C2=C(C=C(C=C2)OC2=CC=CC=C2)F ((2s,5r)-5-(4-amino-5-(2-fluoro-4-phenoxyphenyl)imidazo[5,1-f][1,2,4]triazin-7-yl)tetrahydro-2H-pyran-2-yl)methanol